CC=1C=CC(=C(C=O)C1)C#CC1=CC=CC=C1 5-methyl-2-(phenylethynyl)benzaldehyde